acryloyloxy-2-(2-vinyloxyethoxy)ethyl-methyldimethoxysilane C(C=C)(=O)OCO[Si](OC)(C)CCOCCOC=C